N[C@@H]1[C@@H](OCC12CCN(CC2)C=2N=C(C(=NC2CO)SC2=C(C(=NC=C2)C2S(C1(C2)CNC1)(=O)=O)Cl)C)C [4-({5-[(3S,4S)-4-amino-3-methyl-2-oxa-8-azaspiro[4.5]decan-8-yl]-6-(hydroxymethyl)-3-methylpyrazin-2-yl}sulfanyl)-3-chloropyridin-2-yl]-1λ6-thia-6-azaspiro[3.3]heptane-1,1-dione